ClCCCC(CO)O 5-chloropentane-1,2-diol